tert-butyl 8-chloro-7-(2-{[4-(5-cyclopropyl-1,3,4-oxadiazol-2-yl) phenyl] amino}-5H,6H,7H,8H-pyrido[3,4-d]pyrimidin-7-yl)-1H,2H,3H-pyrido[2,3-b][1,4]oxazine-1-carboxylate ClC1=C(C=NC=2OCCN(C21)C(=O)OC(C)(C)C)N2CC=1N=C(N=CC1CC2)NC2=CC=C(C=C2)C=2OC(=NN2)C2CC2